2-(4-Fluorophenyl)-3-(pyridin-2-yl)-1,3-thiazolidin-4-one FC1=CC=C(C=C1)C1SCC(N1C1=NC=CC=C1)=O